(4-(5-chloro-1,1-dioxo-3-oxoisothiazol-2(3H)-yl)phenyl)propanoic acid ClC1=CC(N(S1(=O)=O)C1=CC=C(C=C1)C(C(=O)O)C)=O